tert-Butyl-((3R,5R)-1-(2-(1-(cyclopropylmethyl)-6-(1-oxoisoindolin-5-yl)-1H-indol-2-yl)-4-methoxy-3-methylbenzo[b]thiophene-6-carbonyl)-5-fluoropiperidin-3-yl)carbamate C(C)(C)(C)OC(N[C@H]1CN(C[C@@H](C1)F)C(=O)C=1C=C(C2=C(SC(=C2C)C=2N(C3=CC(=CC=C3C2)C=2C=C3CNC(C3=CC2)=O)CC2CC2)C1)OC)=O